C1(CCCCC1)N1C[C@H]([C@@H](CC1)N1N=CC(=C1)C1(NC=C(C(=N1)NC)C(F)(F)F)N)F 2-(1-((trans)-1-cyclohexyl-3-fluoropiperidin-4-yl)-1H-pyrazol-4-yl)-N4-methyl-5-(trifluoromethyl)pyrimidine-2,4-diamine